(R)-1-(2,5-difluoro-pyridin-3-yl)ethyl (4-(5-((2-(difluoro-methyl)pyridin-4-yl)carbamoyl)-pyridin-2-yl)-1-methyl-1H-1,2,3-triazol-5-yl)-carbamate FC(C1=NC=CC(=C1)NC(=O)C=1C=CC(=NC1)C=1N=NN(C1NC(O[C@H](C)C=1C(=NC=C(C1)F)F)=O)C)F